5-(5-((3,6-difluoro-4-oxo-4,5-dihydropyrazolo[1,5-a]quinoxalin-7-yl)methyl)-5,6-dihydropyrrolo[3,4-c]pyrazol-2(4H)-yl)-N-ethylpicolinamide FC=1C=NN2C1C(NC1=C(C(=CC=C21)CN2CC1=NN(C=C1C2)C=2C=CC(=NC2)C(=O)NCC)F)=O